(3R)-3-(4-chlorophenyl)-2-[(5-chloropyridin-2-yl)methyl]-4-fluoro-6-[1-hydroxy-1-(1-methyl-1H-pyrazol-4-yl)ethyl]-3-(2-hydroxyethoxy)-2,3-dihydro-1H-isoindol-1-one ClC1=CC=C(C=C1)[C@@]1(N(C(C2=CC(=CC(=C12)F)C(C)(C=1C=NN(C1)C)O)=O)CC1=NC=C(C=C1)Cl)OCCO